octa-2,6-dienal C(C=CCCC=CC)=O